O=C1NC(CCC1N1C(C2=CC=C(C=C2C1)NC(=O)N1C(CC2=CC=CC=C12)C(F)(F)F)=O)=O N-(2-(2,6-dioxopiperidin-3-yl)-1-oxoisoindolin-5-yl)-2-(trifluoromethyl)indoline-1-carboxamide